4-[(4-methylphenyl)azo]phenylmaleimide CC1=CC=C(C=C1)N=NC1=CC=C(C=C1)C=1C(=O)NC(C1)=O